C1(CC1)CN(C1=C(C(N(C2=CC=CN=C12)C)=O)C#N)C1=CC=C(C=C1)C1CC1 4-((cyclopropylmethyl)(4-cyclopropylphenyl)amino)-1-methyl-2-oxo-1,2-dihydro-1,5-naphthyridine-3-carbonitrile